C(#N)N(C1=CC=C(C=C1)N1CCC(CC1)NC(OC(C)(C)C)=O)CCC#N tert-butyl N-[1-[4-[cyano(2-cyanoethyl)amino]phenyl]-4-piperidyl]carbamate